3-methyl-6-methylsulfanyl-1,2,4,5-tetrazine CC=1N=NC(=NN1)SC